(4-methoxybenzyl)-5-nitropyrimidine-4,6-diamine COC1=CC=C(CC2=NC(=C(C(=N2)N)[N+](=O)[O-])N)C=C1